(S)-2-((3-(benzyloxy)-2-(((S)-but-3-en-2-yl)carbamoyl)-5-((2,4-difluorobenzyl)carbamoyl)-4-oxopyridin-1(4H)-yl)amino)but-3-en-1-yl acetate C(C)(=O)OC[C@H](C=C)NN1C(=C(C(C(=C1)C(NCC1=C(C=C(C=C1)F)F)=O)=O)OCC1=CC=CC=C1)C(N[C@@H](C)C=C)=O